FC(CN1N=CC=2C1=NC(=CN2)N2CCC1(CCN(C1)C=1C=NC(=CC1)C(F)(F)F)CC2)F 8-[1-(2,2-difluoroethyl)-1H-pyrazolo[3,4-b]pyrazin-6-yl]-2-[6-(trifluoromethyl)pyridin-3-yl]-2,8-diazaspiro[4.5]decane